FC1(C(C1)OCCN)F 2-(2,2-difluorocyclopropoxy)ethan-1-amine